ClC1=C(C=C(C=C1)OC)C 4-chloro-3-methylanisole